P(=O)(OC[N+]1=C(C(=CC=C1)C1=CC(=NO1)CC1=CC=C(C=C1)CC=1C=CC=2N(C1)N=CN2)N)(O)[O-] (3-(3-(4-([1,2,4]triazolo[1,5-a]pyridin-6-ylmethyl)benzyl)isoxazol-5-yl)-2-aminopyridin-1-ium-1-yl)methyl hydrogen phosphate